C(CCCCCCC)O[Zn](OCCCCCCCC)(OCCCCCCCC)(OCCCCCCCC)(OCCCCCCCC)(OCCCCCCCC)(OCCCCCCCC)OCCCCCCCC Octaoctyloxyzinc